phenyldiMethyl-methoxysilane ethyl-(1S,2R)-2-(2-((6-(4-fluorophenyl)-4-(((6-methylpyridazin-3-yl)methyl)amino)quinazolin-8-yl)oxy)acetamido)cyclopentane-1-carboxylate C(C)OC(=O)[C@@H]1[C@@H](CCC1)NC(COC=1C=C(C=C2C(=NC=NC12)NCC=1N=NC(=CC1)C)C1=CC=C(C=C1)F)=O.C1(=CC=CC=C1)[Si](OC)(C)C